tert-butyl (3-(4-(dimethylamino)-3-nitrophenyl)prop-2-yn-1-yl)carbamate CN(C1=C(C=C(C=C1)C#CCNC(OC(C)(C)C)=O)[N+](=O)[O-])C